ClC1=C(C=C(OCC(=O)N[C@H]2CO[C@@H](CC2)C(=O)N2CCC(CC2)OC(F)(F)F)C=C1)F 2-(4-chloro-3-fluoro-phenoxy)-N-[(3R,6S)-6-[4-(trifluoromethoxy)piperidine-1-carbonyl]tetrahydropyran-3-yl]acetamide